NC1=NC=CC(=C1C#CC(C)(N1CCOCC1)C)OC1=C(C=C(C=C1)NC(=O)C=1C(N(C(NC1)=O)C1=CC=C(C=C1)F)=O)F N-(4-(2-amino-3-(3-methyl-3-morpholinobut-1-ynyl)pyridin-4-yloxy)-3-fluorophenyl)-3-(4-fluorophenyl)-2,4-dioxo-1,2,3,4-tetrahydropyrimidine-5-carboxamide